(αS)-α-Amino-α-[(1R,2R)-2-carboxycyclopropyl]-9H-xanthene-9-propanoic acid N[C@@](C(=O)O)(CC1C2=CC=CC=C2OC=2C=CC=CC12)[C@H]1[C@@H](C1)C(=O)O